FC=1C(=C(C=CC1F)[C@H]1[C@H](O[C@@]([C@H]1C)(C(F)(F)F)C)C(=O)NC1=CC(=NC=C1C)C(=O)N)OC 4-[[(2S,3S,4S,5S)-3-(3,4-Difluoro-2-methoxy-phenyl)-4,5-dimethyl-5-(trifluoromethyl)tetrahydrofuran-2-carbonyl]amino]-5-methyl-pyridin-2-carboxamid